benzyl (S)-2-((2,3-dioxo-3-(4-(5-(trifluoromethyl)pyrimidin-2-yl)piperazin-1-yl)propoxy)methyl)pyrrolidine-1-carboxylate O=C(COC[C@H]1N(CCC1)C(=O)OCC1=CC=CC=C1)C(N1CCN(CC1)C1=NC=C(C=N1)C(F)(F)F)=O